4-[[2-[2-Chloro-6-fluoro-3-hydroxy-4-(1-hydroxy-1-methyl-ethyl)phenyl]acetyl]amino]-N-[1-(trifluoromethyl)cyclopropyl]pyridine-2-carboxamide ClC1=C(C(=CC(=C1O)C(C)(C)O)F)CC(=O)NC1=CC(=NC=C1)C(=O)NC1(CC1)C(F)(F)F